(1r,4r)-N1-(5-Fluoro-4-(6-((3-fluorophenyl)amino)imidazo[1,2-a]pyridin-3-yl)pyrimidin-2-yl)cyclohexan-1,4-diamin FC=1C(=NC(=NC1)NC1CCC(CC1)N)C1=CN=C2N1C=C(C=C2)NC2=CC(=CC=C2)F